N-(5-bromo-4-fluoro-2-((3S,5R)-3,4,5-trimethylpiperazin-1-yl)phenyl)-4-(difluoromethyl)-6-(2-(trimethylsilyl)ethoxy)nicotinamide BrC=1C(=CC(=C(C1)NC(C1=CN=C(C=C1C(F)F)OCC[Si](C)(C)C)=O)N1C[C@@H](N([C@@H](C1)C)C)C)F